CN(C(/C=C/CC[C@@H](C(=O)NC=1C(N(C=CC1)CC=1N(C2=CC=C(C=C2C1)F)C(=O)OCC1=CC=CC=C1)=O)OC(N(C)C)=O)=O)C benzyl (S,E)-2-((3-(7-(dimethylamino)-2-((dimethylcarbamoyl)oxy)-7-oxohept-5-enamido)-2-oxopyridin-1(2H)-yl)methyl)-5-fluoro-1H-indole-1-carboxylate